2-isopropyl-2-(3,7-dimethyloctyl)1,3-dimethoxypropane C(C)(C)C(COC)(COC)CCC(CCCC(C)C)C